CC(CC(C)C1=CC=C(C=C1)N)(C)C1=CC=C(C=C1)N 4-methyl-2,4-bis(p-aminophenyl)pentane